CNS(=O)(=O)C1=CC(=C(C=C1)NC1=NC=C(C=C1)C(F)(F)F)C=1N=C2O[C@@H](CN2C1)C (R)-N-methyl-3-(2-methyl-2,3-dihydroimidazo[2,1-B]oxazol-6-yl)-4-((5-(trifluoromethyl)pyridin-2-yl)amino)benzenesulfonamide